4-amino-3,5-bis(4-pyridyl)-1,2,4-triazole NN1C(=NN=C1C1=CC=NC=C1)C1=CC=NC=C1